CCC(CC)(CC(=O)NC1=CC=CC(=C1)/C=C/C2=NC(=CS2)C3CCC3)C(=O)O The molecule is 2,2-Diethylsuccinanilic acid substituted at a meta- position by an (E)-2-(4-cyclobutyl-1,3-thiazol-2-yl)ethenyl group. It selectively antagonizes leukotriene D4 at the cysteinyl leukotriene receptor, in the human airway, preventing airway edema, smooth muscle contraction, and enhanced secretion of thick, viscous mucus. It is used in the treatment of asthma. It has a role as an anti-asthmatic drug, a leukotriene antagonist and an anti-arrhythmia drug. It is a member of 1,3-thiazoles and a carboxylic acid.